N-(2-aminoethyl)-3-aminopropylmethyltrimethoxysilane NCCNCCCCO[Si](OC)(OC)C